(R)-3-(4-(6-((4-cyano-2-fluorobenzyl)oxy)pyridin-2-yl)piperidin-1-yl)-2,3-dihydro-1H-benzo[d]pyrrolo[1,2-a]imidazole-7-carboxylic acid C(#N)C1=CC(=C(COC2=CC=CC(=N2)C2CCN(CC2)[C@@H]2CCN3C2=NC2=C3C=C(C=C2)C(=O)O)C=C1)F